3-[6-(2-methylsulfonyl-2,6-diazaspiro[3.3]hept-6-yl)-3-pyridinyl]-1H-indazole CS(=O)(=O)N1CC2(C1)CN(C2)C2=CC=C(C=N2)C2=NNC1=CC=CC=C21